N1C=NC2=C1C=CC(=C2)\C=C\2/N=C(NC2=O)N[C@H](CO)C2=CC=CC=C2 (4Z)-4-(1H-Benzimidazol-5-ylmethylene)-2-[[(1S)-2-hydroxy-1-phenyl-ethyl]amino]-1H-imidazol-5-one